tert-butyl ((1R,3S)-3-((7-cyano-5-(isopropylamino)-2,6-naphthyridin-3-yl)amino)cyclohexyl)carbamate C(#N)C1=NC(=C2C=C(N=CC2=C1)N[C@@H]1C[C@@H](CCC1)NC(OC(C)(C)C)=O)NC(C)C